NC1=NC(=NC=2N1N=C(N2)C=2OC=CC2)CCNCCC2=C(C(=O)NO)C=CC=C2 (7-amino-2-(furan-2-yl-[1,2,4]triazolo[1,5-a][1,3,5]triazin-5-yl)(ethyl)amino)ethyl-N-hydroxybenzamide